PROPARGYL-CARBOXYLATE C(C#C)C(=O)[O-]